C(C)C1(C(=NOC1(C(=O)O)C(=O)O)C1=CC=C(C=C1)Cl)CC diethyl-3-(4-chlorophenyl)isoxazole-5,5(4H)-dicarboxylic acid